2-hydroxy-3-acryloyloxy-benzene OC1=CC=CC=C1OC(C=C)=O